butyl 3-(1,3-dioxoisoindol-2-yl)pyrrolidine-1-carboxylate O=C1N(C(C2=CC=CC=C12)=O)C1CN(CC1)C(=O)OCCCC